N-(5-(difluoromethyl)-2-((2-hydroxyethyl)carbamoyl)phenyl)-3-(3-fluoro-4-methylphenyl)-3-(1,2,4-thiadiazol-5-yl)pyrrolidine-1-carboxamide FC(C=1C=CC(=C(C1)NC(=O)N1CC(CC1)(C1=NC=NS1)C1=CC(=C(C=C1)C)F)C(NCCO)=O)F